Methyl 3-methoxy-2,2-dimethylpropanoate COCC(C(=O)OC)(C)C